2-(1-(methyl-d3)-1H-pyrazol-4-yl)-1H-pyrrole C(N1N=CC(=C1)C=1NC=CC1)([2H])([2H])[2H]